CCCCCCCCCC/C=C\\CCCCCCCC(=O)OCC The molecule is a long-chain fatty acid ethyl ester resulting from the formal condensation of the carboxy group of (9Z)-icosenoic acid with the hydroxy group of ethanol. It derives from a gadoleic acid.